C(C(=C)C)(=O)OC=CCCCCC heptenyl methacrylate